OCC=1C(=NC=CC1)C1C(NC(CC1)=O)=O 3-(3-(hydroxymethyl)pyridin-2-yl)piperidine-2,6-dione